8-Bromo-9-cyclohexyl-9H-adenine BrC=1N(C2=NC=NC(=C2N1)N)C1CCCCC1